CC(C(=O)OCN(C1=C(C(=C(C(=C1)C(=O)N1CCOCC1)C)C)C)S(=O)(=O)C(F)(F)F)(C)C [[(Trifluoromethyl)sulfonyl][2,3,4-trimethyl-5-(4-morpholinylcarbonyl)phenyl]amino]methyl 2,2-dimethylpropanoate